3-(dimethylamino)-N-(4-methyl-3-(3-(9-(tetrahydro-2H-pyran-2-yl)-9H-purin-6-yl)pyridin-2-ylamino)phenyl)benzamide CN(C=1C=C(C(=O)NC2=CC(=C(C=C2)C)NC2=NC=CC=C2C2=C3N=CN(C3=NC=N2)C2OCCCC2)C=CC1)C